Cl.N[C@H](C(=O)NC1=NC=CC(=C1)CN1C(N[C@@H](C1)C(F)(F)F)=O)C1CCC(CC1)(F)F (S)-2-amino-2-(4,4-difluorocyclohexyl)-N-(4-(((S)-2-oxo-4-(trifluoromethyl)-imidazolidin-1-yl)methyl)pyridin-2-yl)acetamide HCl salt